(R)-5-(5-(1-(3,5-Dichloropyridin-4-yl)ethoxy)-1H-indazol-3-yl)-2-methoxy-N-((2-methylpyridin-4-yl)methyl)pyridin-3-amine ClC=1C=NC=C(C1[C@@H](C)OC=1C=C2C(=NNC2=CC1)C=1C=C(C(=NC1)OC)NCC1=CC(=NC=C1)C)Cl